FC=1C=C(C=C(C1)F)S(=O)(=O)NC=1C=C2C(=NNC2=CC1)\C=C\C=1C=NN(C1)C (E)-3,5-difluoro-N-(3-(2-(1-methyl-1H-pyrazol-4-yl)vinyl)-1H-indazol-5-yl)benzenesulfonamide